(4-ethynylphenyl)(1-oxidothiomorpholine) C(#C)C1=CC=C(C=C1)N1CCS(CC1)=O